CC1=C(C(=NN(C1=O)C1=C(C=C(C=C1)F)F)C(=O)O)OS(=O)(=O)C(F)(F)F Methyl-1-(2,4-difluorophenyl)-6-oxo-4-(trifluoromethylsulfonyloxy)pyridazine-3-carboxylic acid